N-[(6-{[(3,3-dimethylbutyl)amino]methyl}imidazo[1,2-a]pyridin-2-yl)methyl]-4-oxo-4H-pyrido[1,2-a]pyridine-2-carboxamide CC(CCNCC=1C=CC=2N(C1)C=C(N2)CNC(=O)C=2C=C1N(C(C2)=O)C=CC=C1)(C)C